O1CNCC1=O 5-Oxazolidinone